7-Fluoro-N-(3-chlorobenzyl)-9H-pyrido[3,4-b]indole-1-carboxamide FC1=CC=C2C3=C(NC2=C1)C(=NC=C3)C(=O)NCC3=CC(=CC=C3)Cl